2-phenoxyethan-amine O(C1=CC=CC=C1)CCN